ClC=1C(=C(C=CC1Cl)O)[C@@H]1CC2=NN=C(N2C1)[C@H]1CNCC1 3,4-dichloro-2-((S)-3-((R)-pyrrolidin-3-yl)-6,7-dihydro-5H-pyrrolo[2,1-c][1,2,4]triazol-6-yl)phenol